C12COCC(CC1)N2C([C@@H](C)OC2=CC=C1C(=CN=C(C1=C2)Cl)C2=C(C=C(C=C2)F)Cl)=O (2R)-1-(3-oxa-8-azabicyclo[3.2.1]octan-8-yl)-2-((1-chloro-4-(2-chloro-4-fluorophenyl)isoquinolin-7-yl)oxy)propan-1-one